N-isobutyloxy-carbonyl-2-isobutyloxy-1,2-dihydroquinoline C(C(C)C)OC(=O)N1C(C=CC2=CC=CC=C12)OCC(C)C